2-chloro-3-(difluoromethyl)-7-methylquinoline ClC1=NC2=CC(=CC=C2C=C1C(F)F)C